CC1=C(C(=O)C2=C(C=CC=C2)P(O)(=O)CC)C(=CC(=C1)C)C (2,4,6-trimethylbenzoyl)ethylphenylphosphinic acid